3-(2-(5-bromo-2-fluorophenyl)-2-(5-(2-(3-fluoroazetidin-1-yl)ethyl)-2-oxo-4-(trifluoromethyl)pyridin-1(2H)-yl)acetamido)propanoate BrC=1C=CC(=C(C1)C(C(=O)NCCC(=O)[O-])N1C(C=C(C(=C1)CCN1CC(C1)F)C(F)(F)F)=O)F